3-((3R,6S,9aS)-3,6-diisobutyl-4,7-dioxo-1-((E)-3-(pyridin-2-yl)acryloyl)hexahydropyrazino[2,1-c][1,2,4]oxadiazin-8(1H)-yl)-N-methylpropanamide C(C(C)C)[C@@H]1C(N2[C@@H](N(O1)C(\C=C\C1=NC=CC=C1)=O)CN(C([C@@H]2CC(C)C)=O)CCC(=O)NC)=O